C(=C)NC(O)=O.C(=C)NC(O)=O.[SiH3]C(CCC)O.[SiH3]C(CCC)O di(silylbutanol) bis(vinyl carbamate)